2-((6-amino-4-(2-(tert-butoxycarbonyl)-1,2,3,4-tetrahydroisoquinolin-6-yl)pyridin-3-yl)oxy)-6-chlorobenzoic acid NC1=CC(=C(C=N1)OC1=C(C(=O)O)C(=CC=C1)Cl)C=1C=C2CCN(CC2=CC1)C(=O)OC(C)(C)C